((1s,4r)-4-(4-chloro-7H-pyrrolo[2,3-d]pyrimidin-7-yl)-1-methylcyclopent-2-en-1-yl)methanol ClC=1C2=C(N=CN1)N(C=C2)[C@H]2C=C[C@@](C2)(C)CO